Cl.NC(C(=O)N1CCN(CC1)C(=O)NC1=NC(N(C=C1)C1=CC=C(C=C1)CC(C)N(CC)C12CC(C1)(C2)N)=O)(C)C 4-(2-Amino-2-methylpropanoyl)-N-(1-(4-(2-((3-aminobicyclo[1.1.1]pentan-1-yl)(ethyl)amino)propyl)phenyl)-2-oxo-1,2-dihydropyrimidin-4-yl)piperazine-1-carboxamide Hydrochloride Salt